C(CCC)OC(C(C(=O)OCCCC)CCO)=O.C1(CC1)C=1N=C(C(=NC1CC)C(=O)N)NC1=CC(=CC=C1)CCNC([C@H](C)NC)=O (S)-5-cyclopropyl-6-ethyl-3-((3-(2-(2-(methylamino)propanamido)ethyl)phenyl)amino)pyrazine-2-carboxamide dibutyl-2-(2-hydroxyethyl)malonate